N[C@@H](COC(C(F)(F)F)(C)C)C1=NC2=C(N1)C=CC(=C2)[C@H](NC(CC2CC(C2)(F)F)=O)C2CC2 N-((R)-(2-((R)-1-Amino-2-((1,1,1-trifluoro-2-methylpropan-2-yl)oxy)ethyl)-1H-benzo[d]imidazol-5-yl)(cyclopropyl)methyl)-2-(3,3-difluorocyclobutyl)acetamide